CN1C(C(=CC2=C1N=C(N=C2)NC2=CC=C(C=C2)N2CCN(CC2)C)N2C(CNCC2)=O)=O 8-methyl-2-[4-(4-methylpiperazin-1-yl)anilino]-6-(2-oxopiperazin-1-yl)pyrido[2,3-d]pyrimidin-7-one